CC(C(N)C1=NC(=NO1)C(F)(F)F)C 2-methyl-1-[3-(trifluoromethyl)-1,2,4-oxadiazol-5-yl]propan-1-amine